FC(C1=CC=C(C=N1)N)(F)F 6-(trifluorometh-yl)pyridin-3-amine